2-(3-Methoxyphenyl)-1-(4-(5-(7-(1-methyl-1H-pyrazol-4-yl)quinazolin-5-yl)pyridin-2-yl)piperazin-1-yl)ethan-1-one COC=1C=C(C=CC1)CC(=O)N1CCN(CC1)C1=NC=C(C=C1)C1=C2C=NC=NC2=CC(=C1)C=1C=NN(C1)C